FC(C(C)(O)C=1C=CC=2N(C1)C(=CN2)C2=NC(=NC=C2)N[C@H]2CN(CCC2)C(=O)OC(C)(C)C)(F)F (3R)-tert-butyl 3-((4-(6-(1,1,1-trifluoro-2-hydroxypropan-2-yl)imidazo[1,2-a]pyridin-3-yl)pyrimidin-2-yl)amino)piperidine-1-carboxylate